7-cyclopentyl-2-((5-(4-(4-(3-(2,6-dioxopiperidin-3-yl)benzyl)piperazin-1-yl)piperidin-1-yl)pyridin-2-yl)amino)-N,N-dimethyl-7H-pyrrolo[2,3-d]pyrimidine-6-carboxamide C1(CCCC1)N1C(=CC2=C1N=C(N=C2)NC2=NC=C(C=C2)N2CCC(CC2)N2CCN(CC2)CC2=CC(=CC=C2)C2C(NC(CC2)=O)=O)C(=O)N(C)C